3-(trifluoromethyl)benzaldehyde FC(C=1C=C(C=O)C=CC1)(F)F